[N+](=O)([O-])C=1C=C(C=C2C=C(NC12)C1=CC=CC=C1)CCCOCCO 2-(3-(7-nitro-2-phenyl-1H-indol-5-yl)propoxy)ethan-1-ol